NC=1C(=C(C=C2C=C(N=CC12)NC1=NN2CC=3N(CCC2=C1)C=CN3)C3=CN=C1[C@@H](CCNC1=C3C)C#N)F |r| (+/-)-7-(8-amino-3-((5,6-dihydro-11H-imidazo[1,2-a]pyrazolo[1,5-d][1,4]diazepin-8-yl)amino)-7-fluoroisoquinolin-6-yl)-8-methyl-1,2,3,4-tetrahydro-1,5-naphthyridine-4-carbonitrile